N(=[N+]=[N-])C1=CC=C(CN2C=3N(C4=C(C2=O)CN(CC4)CC4=CC(=CC(=C4)F)F)CCN3)C=C1 4-(4-Azidobenzyl)-7-(3,5-difluorobenzyl)-2,4,6,7,8,9-hexahydroimidazo[1,2-a]pyrido[3,4-e]pyrimidin-5(1H)-one